[Cl-].C(C=C)(=O)[Li].[Mg+2].[Li+].[Cl-].[Cl-] lithium magnesium alloyl-lithium chloride